1-(2,2-difluoroethyl)-N-(6-(1,2-dimethyl-1H-imidazol-5-yl)isoquinolin-3-yl)piperidine-4-carboxamide FC(CN1CCC(CC1)C(=O)NC=1N=CC2=CC=C(C=C2C1)C1=CN=C(N1C)C)F